3,4-difluoro-2-(2-fluoro-4-iodoanilino)-5-[[3-fluoro-2-(oxazolidin-4-ylsulfamoylamino)pyridin-4-yl]methyl]benzamide FC=1C(=C(C(=O)N)C=C(C1F)CC1=C(C(=NC=C1)NS(NC1NCOC1)(=O)=O)F)NC1=C(C=C(C=C1)I)F